ClCC=1C=CC(=C(CC=2C(=NC(=NC2C)N)N[C@H](CCSC)CCCC)C1)OC (S)-5-(5-(chloromethyl)-2-methoxybenzyl)-6-methyl-N4-(1-(methylthio)heptan-3-yl)pyrimidine-2,4-diamine